N-Cbzamine C(=O)(OCC1=CC=CC=C1)N